1-(4-{4-[2-(pyridin-2-yl)acetamido]-1H-1,2,3-triazol-1-yl}butyl)-N-{[3-(trifluoromethoxy)phenyl]methyl}-1H-1,2,3-triazole-4-carboxamide N1=C(C=CC=C1)CC(=O)NC=1N=NN(C1)CCCCN1N=NC(=C1)C(=O)NCC1=CC(=CC=C1)OC(F)(F)F